Racemic-tert-butyl 1-(8-(difluoromethyl)-N-methylindolizine-2-carboxamido)-8,9-difluoro-6-oxo-1,4,5,6-tetrahydrobenzo[c][1,7]naphthyridine-3(2H)-carboxylate FC(C1=CC=CN2C=C(C=C12)C(=O)N(C)[C@@H]1C=2C3=C(C(NC2CN(C1)C(=O)OC(C)(C)C)=O)C=C(C(=C3)F)F)F |r|